3-FLUORO-4-METHYL-PHENYLISOCYANIDE FC=1C=C(C=CC1C)[N+]#[C-]